TRANS-(P)-1-(5-CHLORO-4-(3-FLUORO-3-(TRIFLUOROMETHYL)CYCLOBUTYL)-2-METHOXYPHENYL)-N-(ISOXAZOL-3-YL)-2-OXO-1,2-DIHYDROQUINOLINE-6-SULFONAMIDE ClC=1C(=CC(=C(C1)N1C(C=CC2=CC(=CC=C12)S(=O)(=O)NC1=NOC=C1)=O)OC)C1CC(C1)(C(F)(F)F)F